2-[(9-bromononyl)oxy]tetrahydro-2H-pyran BrCCCCCCCCCOC1OCCCC1